(S)-N-(5-cyclopropylpyridin-2-yl)-2-((R)-4,4-difluoro-3-(6-oxo-1,6-dihydropyridazin-3-yl)piperidin-1-yl)propanamide C1(CC1)C=1C=CC(=NC1)NC([C@H](C)N1C[C@@H](C(CC1)(F)F)C1=NNC(C=C1)=O)=O